7-azido-methylcoumarin N(=[N+]=[N-])C1=CC=C2C=C(C(OC2=C1)=O)C